Cyclohex-3-ene-1-carbonitrile C1(CC=CCC1)C#N